3-(azetidin-1-yl)-3-methylazetidine N1(CCC1)C1(CNC1)C